1,3,4-dioxazole O1CON=C1